1-benzyl 2-methyl (2S,3R)-3-allyl-3-methyl-2,3-dihydro-1H-pyrrole-1,2-dicarboxylate C(C=C)[C@]1([C@H](N(C=C1)C(=O)OCC1=CC=CC=C1)C(=O)OC)C